tert-butyl ((1S,4R)-2-(2-(5-bromo-1-(cyclopropylmethyl)-1H-indol-2-yl)-7-methoxy-1-methyl-1H-benzo[d]imidazole-5-carbonyl)-2-azabicyclo[2.2.1]heptan-7-yl)carbamate BrC=1C=C2C=C(N(C2=CC1)CC1CC1)C1=NC2=C(N1C)C(=CC(=C2)C(=O)N2[C@H]1CC[C@H](C2)C1NC(OC(C)(C)C)=O)OC